copper bis(2,2,6,6-tetramethyl-3,5-heptanedione) CC(C)(C(CC(C(C)(C)C)=O)=O)C.CC(C)(C(CC(C(C)(C)C)=O)=O)C.[Cu]